(3S,8S,9s,10R,13S,14S,17R)-17-((2S,3R)-3-hydroxy-6-methylheptan-2-yl)-3,10,13-trimethyl-2,3,4,7,8,9,10,11,12,13,14,15,16,17-tetradecahydro-1H-cyclopenta[a]phenanthren-3-ol O[C@@H]([C@@H](C)[C@H]1CC[C@H]2[C@@H]3CC=C4C[C@](CC[C@@]4([C@H]3CC[C@]12C)C)(O)C)CCC(C)C